FN1C2(CC(C3=CC=CC=C13)O)CCN(CC2)C(=O)NCC2=C(C=C(C=C2)F)OC fluoro-N-(4-fluoro-2-methoxybenzyl)-4'-hydroxy-3',4'-dihydro-1'H-spiro[piperidine-4,2'-quinoline]-1-carboxamide